2-[(3-chlorophenyl)methyl]-3-methyl-6-{[2-(1-methylpyrazol-4-yl)-4-pyridyl]oxy}quinazolin-4-one ClC=1C=C(C=CC1)CC1=NC2=CC=C(C=C2C(N1C)=O)OC1=CC(=NC=C1)C=1C=NN(C1)C